1-methyl-4-((4-(methylamino)-5-(pyrazolo[1,5-a]pyrimidin-5-yl)-7H-pyrrolo[2,3-d]pyrimidin-2-yl)amino)cyclohexan-1-ol CC1(CCC(CC1)NC=1N=C(C2=C(N1)NC=C2C2=NC=1N(C=C2)N=CC1)NC)O